(S)-N-(3-(3-(cyanomethyl)-1-(4-methyl-4H-1,2,4-triazol-3-yl)cyclobutyl)phenyl)-7,7-dimethyl-4-((3-methylpiperidin-1-yl)methyl)-6,7-dihydro-5H-cyclopenta[b]pyridine-2-carboxamide C(#N)CC1CC(C1)(C1=NN=CN1C)C=1C=C(C=CC1)NC(=O)C1=CC(=C2C(=N1)C(CC2)(C)C)CN2C[C@H](CCC2)C